4-(4-fluoro-2,8-diazaspiro[4.5]decan-8-yl)-2-(pyridin-4-yl)pyrido[3,4-d]pyrimidine FC1CNCC12CCN(CC2)C=2C1=C(N=C(N2)C2=CC=NC=C2)C=NC=C1